8-amino-5-ethyl-4-oxo-N-(pyridin-3-ylmethyl)-4,5-dihydropyrazolo[1,5-a]quinoxaline-7-carboxamide NC1=C(C=C2N(C(C=3N(C2=C1)N=CC3)=O)CC)C(=O)NCC=3C=NC=CC3